docosanyl-imidazoline C(CCCCCCCCCCCCCCCCCCCCC)N1C=NCC1